OC1=CC(=CC=2CC(OC21)(C)C)C/C(/CC)=N/O (E)-1-(7-hydroxy-2,2-dimethyl-2,3-dihydrobenzofuran-5-yl)butanone oxime